ClC=1C(=CC2=C(N(C(N=C2N2[C@H](CN(CC2)S(=O)(=O)C2=C(C(=C(C(=C2F)F)F)F)F)C)=O)C=2C(=NC=CC2C)C(C)C)N1)F 7-chloro-6-fluoro-1-(2-isopropyl-4-methyl-3-pyridyl)-4-[(2S,4S)-2-methyl-4-(2,3,4,5,6-pentafluorophenyl)sulfonyl-piperazin-1-yl]pyrido[2,3-d]pyrimidin-2-one